(2S)-methyl-2-(1-hydroxy-6,6,9-trimethyl-3-pentyl-6a,7,8,10a-tetrahydro-6H-benzo[c]chromene-2-carboxamido)propanoate COC([C@H](C)NC(=O)C=1C(=C2C3C(C(OC2=CC1CCCCC)(C)C)CCC(=C3)C)O)=O